[Na].C(C)OC(C(=CO)C(OCC)OCC)=O Ethyl-2-(diethoxymethyl)-3-hydroxy-prop-2-enoate sodium salt